C(#N)C=1C(=NC(=CC1C1=CC=C(C=C1)F)C1=NC=CC=C1C)OCCN1CCN(CC1)C(=O)[O-] 4-(2-(3-cyano-4-(4-fluorophenyl)-6-(3-methylpyridin-2-yl)pyridin-2-yloxy)ethyl)piperazine-1-carboxylate